7-chloro-N-(3-((3-fluoroazetidin-1-yl)methyl)-5-(trifluoromethyl)phenyl)-1-methyl-6-(pyrazolo[1,5-a]pyrazin-3-yloxy)-1H-imidazo[4,5-b]pyridin-2-amine ClC1=C2C(=NC=C1OC=1C=NN3C1C=NC=C3)N=C(N2C)NC2=CC(=CC(=C2)C(F)(F)F)CN2CC(C2)F